C[Si](CCOCN1C=CC2=C1N=C(N=C2)N2CCC(CC2)CC(=O)O)(C)C 2-(1-(7-((2-(trimethylsilyl)ethoxy)methyl)-7H-pyrrolo[2,3-d]pyrimidin-2-yl)piperidin-4-yl)acetic acid